triethylamine silicate [Si](O)(O)(O)O.C(C)N(CC)CC